Methyl ((((1S,4R)-4-(2-amino-6-chloro-9H-purin-9-yl)cyclopent-2-en-1-yl)methoxy)(2-((2,2-dimethyl-3-(trityloxy)propanoyl)thio)ethoxy)phosphoryl)-L-alaninate NC1=NC(=C2N=CN(C2=N1)[C@H]1C=C[C@H](C1)COP(=O)(OCCSC(C(COC(C1=CC=CC=C1)(C1=CC=CC=C1)C1=CC=CC=C1)(C)C)=O)N[C@@H](C)C(=O)OC)Cl